1-chloro-6-(2-fluoroethoxy)-1,2,4,5-tetrazine ClN1NC=NN=C1OCCF